N-Boc-L-aspartic acid-4-cyclohexyl ester C1CCC(CC1)OC([C@@H](NC(=O)OC(C)(C)C)CC(=O)O)=O